tert-butyl 1-(3-cyclopentylbicyclo[1.1.1]pentan-1-yl)-3-(2-methoxy-2-oxoethyl)-1,4,6,7-tetrahydro-5H-pyrazolo[4,3-c]pyridine-5-carboxylate C1(CCCC1)C12CC(C1)(C2)N2N=C(C=1CN(CCC12)C(=O)OC(C)(C)C)CC(=O)OC